S-octylthioethylamine C(CCCCCCC)SCCN